(1-(4-(aminomethyl)phenyl)-1H-pyrazol-3-yl)pyrrolidine-1-carboxylic acid tert-butyl ester C(C)(C)(C)OC(=O)N1C(CCC1)C1=NN(C=C1)C1=CC=C(C=C1)CN